FC(C(=O)N[C@H]1[C@@H](N(C(C1)=O)C=1C=C2C=CN(C2=CC1)C1=CC=C(C=C1)F)C1=CC=CC=C1)(C)F 2,2-difluoro-N-(trans-1-(1-(4-fluorophenyl)-1H-indol-5-yl)-5-oxo-2-phenylpyrrolidin-3-yl)propanamide